5-((3-aminoazetidin-1-yl)methyl)-N-(5-fluoro-1-methyl-1H-benzo[d]imidazol-2-yl)benzo[d]oxazol-2-amine NC1CN(C1)CC=1C=CC2=C(N=C(O2)NC2=NC3=C(N2C)C=CC(=C3)F)C1